FC=1C=C(C=CC1)CCC(=O)N1CCN(CC1)C1=NC=C(C=C1)O 3-(3-Fluorophenyl)-1-[4-(5-hydroxypyridin-2-yl)-piperazin-1-yl]-propan-1-one